OC1=C(C=CC(=C1)C(F)(F)F)C1=C(C=C(N=N1)N[C@H]1CN(CCC1)CC(=O)OC(C)(C)C)C tert-butyl 2-[(3R)-3-({6-[2-hydroxy-4-(trifluoromethyl)phenyl]-5-methylpyridazin-3-yl}amino)piperidin-1-yl]acetate